C(C)(=O)N1CCC(CC1)NCC=1SC=C2C1OCCC1=C2C(=C(C=C1)NC1=C(N=NC(=C1)NC(=O)C1CC1)C(=O)NC([2H])([2H])[2H])OC 4-((3-(((1-acetylpiperidin-4-yl)amino)methyl)-10-methoxy-5,6-dihydrobenzo[d]thieno[3,4-b]oxepin-9-yl)amino)-6-(cyclopropanecarboxamido)-N-(methyl-d3)pyridazine-3-carboxamide